CN(CCC1=CN=C(N1)NC1=C(C#N)C(=CC(=N1)C)C)C 2-((5-(2-(dimethylamino)ethyl)-1H-imidazol-2-yl)amino)-4,6-dimethylnicotinonitrile